6-(4-(2-Methoxyphenyl)piperidin-1-yl)-2-azaspiro[3.4]octane COC1=C(C=CC=C1)C1CCN(CC1)C1CC2(CNC2)CC1